[N+](=O)([O-])C1=C(C=CC=C1)C1=NNC(=C1)C(=O)N 3-o-nitrophenyl-1H-pyrazole-5-carboxamide